[Mg].[Al].[Zn].FC1=NC=CC=C1CC1=CC(=NC=C1)C(=O)N[C@@H]1C(N(C2=C(OC1)C=CC(=C2)C#CC(C)(C)O)C)=O (S)-4-((2-fluoropyridin-3-yl)methyl)-N-(7-(3-hydroxy-3-methylbut-1-yn-1-yl)-5-methyl-4-oxo-2,3,4,5-tetrahydrobenzo[b][1,4]oxazepin-3-yl)picolinamide zinc-aluminum-magnesium